2-[(1E)-5-fluoro-2-methyl-1-({4-[4-fluorophenoxy]phenyl}methylene)-1H-inden-3-yl]acetic acid FC=1C=C2C(=C(\C(\C2=CC1)=C/C1=CC=C(C=C1)OC1=CC=C(C=C1)F)C)CC(=O)O